1-hydroxy-3-nitro-4-(beta-hydroxyethyl)aminobenzene OC1=CC(=C(C=C1)NCCO)[N+](=O)[O-]